FC=1C=C(C(=NC1)C(C(=O)OCC)C)B1OC(C(O1)(C)C)(C)C ethyl 2-[5-fluoro-3-(4,4,5,5-tetramethyl-1,3,2-dioxaborolan-2-yl)-2-pyridyl]propanoate